C(C)OCCC(CCC)S ethoxy-3-hexanethiol